methyl-3-propylimidazolium bromide [Br-].CC=1NC=C[N+]1CCC